BrC=1C=C(C=CC1)C=1N=C(SC1)NC(CNC(=O)C1=CN(C=C1)C(C)(C)C)=O N-[2-[[4-(3-bromophenyl)thiazol-2-yl]amino]-2-oxo-ethyl]-1-tert-butyl-pyrrole-3-carboxamide